N-(t-butoxycarbonyl)-valine C(C)(C)(C)OC(=O)N[C@@H](C(C)C)C(=O)O